[Na+].OC1=CC2=CC(=CC=C2C=C1)S(=O)(=O)[O-] 2-hydroxy-7-naphthalenesulfonic acid sodium salt